C(C)(C)(C)[S@](=O)NC(C(C)C)[C@]1(C(=O)O)CC=CC=C1 (S)-1-(((S)-Tert-Butylsulfinyl)Amino-2-Methylpropyl)-Benzoic Acid